1,4-Diisopropylbenzol C(C)(C)C1=CC=C(C=C1)C(C)C